tert-butyl ((1R,3s,5S)-8-azabicyclo[3.2.1]octan-3-yl)carbamate CC(C)(C)OC(=O)NC1C[C@H]2CC[C@@H](C1)N2